C[N+]1(CC(CCC1)(C)C)C N,N-dimethyl-3,3-dimethylpiperidinium